nickel-tungsten sulfide [W]=S.[Ni]